Ethyl 2-oxo-2-((2-oxo-2-(2,4,5-trifluoro-3-methoxyphenyl)ethyl)amino)acetate O=C(C(=O)OCC)NCC(C1=C(C(=C(C(=C1)F)F)OC)F)=O